S1C=NC2=C1C=CC(=C2)NC2=CC=NC=1C=C3C(=CC21)S(C=C3OCCO)(=O)=O 8-(benzo[d]thiazol-5-ylamino)-3-(2-hydroxyethoxy)thieno[2,3-g]quinoline 1,1-dioxide